1-(4-(2-bromoethyl)-1-oxoisoindolin-2-yl)dihydropyrimidine-2,4(1h,3h)-dione BrCCC1=C2CN(C(C2=CC=C1)=O)N1C(NC(CC1)=O)=O